N-lauroyl-alanine hexadecyl ester C(CCCCCCCCCCCCCCC)OC([C@@H](NC(CCCCCCCCCCC)=O)C)=O